O1OCC1 1,2-Dioxetane